(S)-2-amino-3-((S)-2-oxopyrrolidin-3-yl)acrylamide methyl-6-[(2S)-2-(tert-butoxycarbonylamino)-3,3-dimethyl-butanoyl]-6-azaspiro[3.4]octane-7-carboxylate COC(=O)C1N(CC2(CCC2)C1)C([C@H](C(C)(C)C)NC(=O)OC(C)(C)C)=O.NC(C(=O)N)=C[C@H]1C(NCC1)=O